C(C)(C)(C)OC(=O)N1C[C@H](CC1)O (S)-(+)-N-t-butoxycarbonyl-3-pyrrolidinol